CS(=O)(=O)O.ClC1=CC=C(C=C1)NC([C@H](C)C1CCC(CC1)C1=CC=NC2=CC=C(C=C12)F)=O (R)-N-(4-chlorophenyl)-2-((1S,4S)-4-(6-fluoroquinolin-4-yl)cyclohexyl)-propanamide methanesulfonic acid salt